CN(CCN1CC(C1)NC(NC1=CC=C2C(=N1)NC=C2C2=C(C=CC=C2)OC)=O)C 3-[1-[2-(dimethylamino)ethyl]azetidin-3-yl]-1-[3-(2-methoxyphenyl)-1H-pyrrolo[2,3-b]pyridin-6-yl]urea